[Al+3].CC(CC(C)=O)=O (2,4-pentandione) aluminum (III)